N'-(5-butylpicolinoyl)quinoline-2-carbohydrazide hydrogen chloride Cl.C(CCC)C=1C=CC(=NC1)C(=O)NNC(=O)C1=NC2=CC=CC=C2C=C1